1-(2-methoxyethyl)-3-methylimidazole bromide [Br-].COCCN1CN(C=C1)C